ethyl 6-(imidazo[1,2-a]pyridine-3-carbonyl)-7-methyl-4,5,6,7-tetrahydrothieno[2,3-c]pyridine-3-carboxylate N=1C=C(N2C1C=CC=C2)C(=O)N2C(C1=C(CC2)C(=CS1)C(=O)OCC)C